C(C)OC(CCCC(C(=O)N)(C(=O)N)CCCC(OCC)OCC)OCC bis[3-(diethoxymethyl)propyl]malonamide